(3aR,6aS)-5-(4-cyano-3-fluoro-5-methoxybenzyl)hexahydropyrrolo[3,4-c]pyrrole-2(1H)-carboxylic acid tert-butyl ester C(C)(C)(C)OC(=O)N1C[C@@H]2CN(C[C@@H]2C1)CC1=CC(=C(C(=C1)OC)C#N)F